C(OCCO)COCCO 2,2'-(ethylenedioxy)diethanol